N1=CC=CC=2SC3=C(C21)C(CC=C3)=O azadibenzothiophen-9-one